3-(amino)-2-methylpropionic acid NCC(C(=O)O)C